BrC1=CC(=C(C=C1)C1(CCN(CC1)C)O)F 4-(4-bromo-2-fluoro-phenyl)-1-methyl-piperidin-4-ol